methyl 5-amino-2-(methylthio)-8-(6-methylpyridin-3-yl)-7-oxopyrido[2,3-d]pyrimidine-6-carboxylate NC1=C(C(N(C=2N=C(N=CC21)SC)C=2C=NC(=CC2)C)=O)C(=O)OC